5-[(4,6-dimethoxypyrimidin-2-ylcarbamoyl)sulfamoyl]-1-methyl-pyrazole-4-carboxylic acid COC1=NC(=NC(=C1)OC)NC(=O)NS(=O)(=O)C1=C(C=NN1C)C(=O)O